COC1=CC=C(C=C1)C(C#N)CC(C1=CC=CC=C1)=O 2-(4-methoxyphenyl)-4-oxo-4-phenylbutyronitrile